(R)-2-fluoro-4-(1-methyl-1H-1,2,3-triazol-4-yl)-N-(6-(1-methyl-1H-pyrazol-4-yl)isoquinolin-1-yl)-N-(piperidin-3-yl)benzamide FC1=C(C(=O)N([C@H]2CNCCC2)C2=NC=CC3=CC(=CC=C23)C=2C=NN(C2)C)C=CC(=C1)C=1N=NN(C1)C